3-(6-bromo-2-oxopyrrolo[4,3,2-de]isoquinolin-1(2H)-yl)piperidine-2,6-dione BrC1=CC=C2C3=C(C=NC=C13)C(N2C2C(NC(CC2)=O)=O)=O